ClC=1C=C(C=CC1)C(C(OC(=O)N[C@@H](CC1=CC=CC=C1)C(=O)O)C1=CC=CC=C1)(F)F ((2-(3-Chlorophenyl)-2,2-difluoro-1-phenylethoxy)carbonyl)-L-phenylalanine